1-(4-((4-((2-fluoro-4-((4-(6-methoxypyridazin-3-yl)thiazol-2-yl)oxy)phenyl)amino)-7-methoxyquinazolin-6-yl)amino)piperidin-1-yl)prop-2-en-1-one FC1=C(C=CC(=C1)OC=1SC=C(N1)C=1N=NC(=CC1)OC)NC1=NC=NC2=CC(=C(C=C12)NC1CCN(CC1)C(C=C)=O)OC